ClC=1C=CC2=C(N=C(S2)C=2CCN(CC2C)C(=O)OC(C)(C)C)C1 tert-butyl 4-(5-chloro-1,3-benzothiazol-2-yl)-5-methyl-3,6-dihydro-2H-pyridine-1-carboxylate